N-(3-(2-methyl-1-(4-methyl-4H-1,2,4-triazol-3-yl)propan-2-yl)phenyl)-6-(trifluoromethyl)picolinamide CC(CC1=NN=CN1C)(C)C=1C=C(C=CC1)NC(C1=NC(=CC=C1)C(F)(F)F)=O